(1-{6-methyl-4-[(1-methylcyclopropyl)amino]furo[2,3-d]pyrimidine-5-carbonyl}azetidin-3-yl)benzonitrile CC1=C(C2=C(N=CN=C2NC2(CC2)C)O1)C(=O)N1CC(C1)C1=C(C#N)C=CC=C1